4-methoxy-2-(prop-1-enyl)phenolate COC1=CC(=C(C=C1)[O-])C=CC